thiazepanyl-nitrogen S1N(CCCCC1)[N]